ClC=1C=2C(=CNC2C2=C(C1)CN(S(N2)(=O)=O)CC=2C=NC(=CC2)C(F)F)Cl 6,7-dichloro-3-((6-(difluoromethyl)pyridin-3-yl)methyl)-1,3,4,9-tetrahydro-[1,2,6]thiadiazino[4,3-g]indole 2,2-dioxide